C(C)N1CCN(CC1)C(CCO)CCO 3-(4-ethylpiperazin-1-yl)pentane-1,5-diol